3,4-DIAMINOBUTYRIC ACID NC(CC(=O)O)CN